4-chloro-5-fluoro-1-phenyl-1H-indole ClC1=C2C=CN(C2=CC=C1F)C1=CC=CC=C1